2-[1-[(6-chloropyridin-3-yl)methyl]-5-oxopyrrolidin-2-yl]-N-methyl-N-phenylacetamid ClC1=CC=C(C=N1)CN1C(CCC1=O)CC(=O)N(C1=CC=CC=C1)C